FC=1C=C(C=CC1OC1=CC=NC2=CC(=C(C=C12)OC)OCCCN1CCC(CC1)C)NC(=O)C1=NC=CN(C1=O)C1=CC=CC=C1 N-(3-fluoro-4-{6-methoxy-7-[3-(4-methyl-1-piperidinyl)propoxy]quinolin-4-yloxy}phenyl)-3-oxo-4-phenyl-3,4-dihydropyrazine-2-carboxamide